[4-(2,2-dioxido-3,4-dihydropyrido[2,1-c][1,2,4]thiadiazin-9-yl)phenyl](phenyl)methanone O=S1(N=C2N(CC1)C=CC=C2C2=CC=C(C=C2)C(=O)C2=CC=CC=C2)=O